(E)-3-[dibenzyloxy(methyl)silyl]propan-1-amine C(C1=CC=CC=C1)O[Si](CCCN)(C)OCC1=CC=CC=C1